4-((4-(3-(4-hydroxyphenyl)-2-oxoindolin-3-yl)phenoxy)methyl)benzoic acid OC1=CC=C(C=C1)C1(C(NC2=CC=CC=C12)=O)C1=CC=C(OCC2=CC=C(C(=O)O)C=C2)C=C1